O(C1=CC2=C(NC(OC2=O)=O)C=C1)C1=CC2=C(NC(OC2=O)=O)C=C1 6,6'-Oxybis(2H-benzo[d][1,3]oxazine-2,4(1H)-dione)